(R)-4,4-difluoro-N-(3-(2-((3-meth-oxy-1-methyl-1H-pyrazol-4-yl)amino)pyrimidin-4-yl)-1H-indol-7-yl)-1-(1-methylpiperidin-4-yl)pyrrolidine-2-carboxamide FC1(C[C@@H](N(C1)C1CCN(CC1)C)C(=O)NC=1C=CC=C2C(=CNC12)C1=NC(=NC=C1)NC=1C(=NN(C1)C)OC)F